ClC1=C(C=CC=C1NC(=O)C=1N(C2=C(CN(CC2)C)N1)C)C1=C(C(=CC=C1)NC(=O)C=1N(C2=C(CN(CC2)C)N1)C)C N,N'-(2-Chloro-2'-methylbiphenyl-3,3'-diyl)bis(1,5-dimethyl-4,5,6,7-tetrahydro-1H-imidazo[4,5-c]pyridin-2-carboxamid)